(S)-3-hydroxy-4-(trityl)butanamide O[C@H](CC(=O)N)CC(C1=CC=CC=C1)(C1=CC=CC=C1)C1=CC=CC=C1